4-piperidone sulfate salt S(=O)(=O)(O)O.N1CCC(CC1)=O